C(#N)C(C)C=1C=C(C=CC1)S(=O)(=O)NC=1C(=NC=C(C1)C1=CC=2C3=C(C=NC2C=C1)N(C(C31CC1)=O)C)OCCCN(C)C 3-(1-Cyanoethyl)-N-(2-(3-(Dimethylamino)propoxy)-5-(3'-methyl-2'-oxo-2',3'-dihydrospiro[cyclopropane-1,1'-pyrrolo[2,3-c]quinolin]-8'-yl)pyridin-3-yl)benzenesulfonamide